FC=1C(=C(C=CC1F)[C@H]1[C@@H](O[C@]([C@H]1C)(C(F)(F)F)C)C(=O)NC=1C=NC(=CC1)[C@@H](CN)O)OC (2R,3S,4S,5R)-3-(3,4-difluoro-2-methoxyphenyl)-N-(6-((R)-2-amino-1-hydroxyethyl)pyridin-3-yl)-4,5-dimethyl-5-(trifluoromethyl)tetrahydrofuran-2-carboxamide